[(2S)-3-(1,5-dimethyl-2-oxo-4-pyridyl)-2-methyl-propyl] methanesulfonate CS(=O)(=O)OC[C@H](CC1=CC(N(C=C1C)C)=O)C